(2R)-(3-amino-2-hydroxypropyl)sulfinic acid NC[C@H](CS(=O)O)O